C1(CCC1)C(C=CS(=O)(=O)C)NC(=O)C=1C(=NC(=NC1)C1CCCC1)OC1=CC=CC=C1 N-(1-cyclobutyl-3-(methylsulfonyl)allyl)-2-cyclopentyl-4-phenoxypyrimidine-5-carboxamide